3-(2-(pyridin-2-yl)ethyl)urea N1=C(C=CC=C1)CCNC(N)=O